O1C(C1)CC=1C(=C(C(=C(C1C(=O)O)C(=O)O)CC1OC1)C(=O)O)CC1OC1 tri(oxiranylmethyl)1,2,4-benzenetricarboxylic acid